(4-(1-Fluorocyclopropyl)butoxy)-4-(1-(methyl-d3)-1,2,5,6-tetrahydropyridin-3-yl)-1,2,5-thiadiazole FC1(CC1)CCCCOC1=NSN=C1C=1CN(CCC1)C([2H])([2H])[2H]